4-(4-(1H-tetrazol-5-yl)phenylaminocarbonyl)-2,5-dihydroxybenzoic acid N1N=NN=C1C1=CC=C(C=C1)NC(=O)C1=CC(=C(C(=O)O)C=C1O)O